4-(8-aminoquinolin-5-yl)piperazine-1-carboxylic acid tert-butyl ester C(C)(C)(C)OC(=O)N1CCN(CC1)C1=C2C=CC=NC2=C(C=C1)N